1,4-bis(2-bromoacetyl)benzene BrCC(=O)C1=CC=C(C=C1)C(CBr)=O